4-(4-chlorophenyl)-N-(tetrahydrofuran-3-ylmethyl)phthalazin ClC1=CC=C(C=C1)C1=NN(CC2=CC=CC=C12)CC1COCC1